(2S)-N-(4-(2-(2-(2-(4-bromophenyl)-5-(4-fluorophenyl)-2H-1,2,3-triazol-4-yl)-4-oxooxazolidin-3-yl)ethyl)phenyl)acetamide BrC1=CC=C(C=C1)N1N=C(C(=N1)[C@@H]1OCC(N1CCC1=CC=C(C=C1)NC(C)=O)=O)C1=CC=C(C=C1)F